C1(=CC=CC=C1)CCCCC1=NC2=C(N1C(=O)N)C=CC=C2N2CCC1(COC1)CC2 (4-Phenylbutyl)-4-(2-oxa-7-azaspiro[3.5]nonan-7-yl)-1H-benzo[d]imidazole-1-carboxamide